C1(CC1)CN1CCN(C2=CC=CC=C12)CCN1CCCC1 1-(4-(cyclopropylmethyl)-3,4-dihydroquinoxalin-1(2H)-yl)-2-(pyrrolidin-1-yl)ethane